NC1=C2C(=NC=N1)N(N=C2C2=CC=C(C=C2)OC2=CC=CC=C2)[C@H]2CN(CCC2)C(CCCN2CCN(CC2)CCNC2=C1CN(C(C1=CC=C2)=O)C2C(NC(CC2)=O)=O)=O 3-(4-((2-(4-(4-((R)-3-(4-amino-3-(4-phenoxyphenyl)-1H-pyrazolo[3,4-d]pyrimidin-1-yl)piperidin-1-yl)-4-oxobutyl)piperazin-1-yl)ethyl)amino)-1-oxoisoindoline-2-yl)piperidine-2,6-dione